FC(N1N=NC2=C1C=CC(=C2)O)(F)F 1-(trifluoromethyl)-1H-benzo[d][1,2,3]triazol-5-ol